(R)-5-ethoxy-2-fluoro-4-(((3-fluoropyrrolidin-1-yl)sulfonyl)carbamoyl)benzoic acid C(C)OC=1C(=CC(=C(C(=O)O)C1)F)C(NS(=O)(=O)N1C[C@@H](CC1)F)=O